N6-benzoyl-5'-O-(4,4-dimethoxytrityl)-2'-deoxy-2'-fluoro-2'-C-methyladenosine C(C1=CC=CC=C1)(=O)NC=1C=2N=CN([C@H]3[C@]([C@H](O)[C@@H](COC(C4=CCC(C=C4)(OC)OC)(C4=CC=CC=C4)C4=CC=CC=C4)O3)(C)F)C2N=CN1